4-(chlorosulfonyl)-1H-pyrrolo[2,3-b]pyridine-1-carboxylic acid tert-butyl ester C(C)(C)(C)OC(=O)N1C=CC=2C1=NC=CC2S(=O)(=O)Cl